ClC=1N=C(C2=C(N1)CCNC2)OC2=NC=1C=CC3=C(C1N=C2)C2=C(S3)C(NC(CN2)(C)C)=O 3-((2-chloro-5,6,7,8-tetrahydropyrido[4,3-d]pyrimidin-4-yl)oxy)-10,10-dimethyl-9,10,11,12-tetrahydro-8H-[1,4]diazepino[5',6':4,5]thieno[3,2-f]quinoxalin-8-one